5-bromo-2-[1-(2,2-dimethoxyethyl)-4-piperidyl]pyrimidine BrC=1C=NC(=NC1)C1CCN(CC1)CC(OC)OC